4-(2-amino-[1,2,4]triazolo[1,5-a]pyridin-7-yl)-N-((2-(cyclopentyloxy)pyridin-3-yl)methyl)-1-methyl-1H-indazol-6-carboxamide NC1=NN2C(C=C(C=C2)C2=C3C=NN(C3=CC(=C2)C(=O)NCC=2C(=NC=CC2)OC2CCCC2)C)=N1